C1OCC12CN(CC2)CCCOC=2C(=C(C=CC2)C2=C(C(=CC=C2)C=2SC=1CN(CCC1N2)C(=O)OC(C)(C)C)C)C tert-butyl 2-(3'-(3-(2-oxa-6-azaspiro[3.4]oct-6-yl) propoxy)-2,2'-dimethyl-[1,1'-biphenyl]-3-yl)-6,7-dihydrothiazolo[5,4-c]pyridine-5(4H)-carboxylate